O1CCC(CC1)C1=CC=C2C=C(N=CC2=C1)CO (7-(tetrahydro-2H-pyran-4-yl)isoquinolin-3-yl)methanol